4,4'-Diaminodiphenylsulfide C1=CC(=CC=C1N)SC2=CC=C(C=C2)N